butenyl-oxazoline C(=CCC)C=1OCCN1